O[C@@H]1[C@@H]([C@H]2N(CC[C@@H]2O[C@@H]1CO)C(C)=O)O ((3aS,5R,6R,7R,7aR)-6,7-dihydroxy-5-(hydroxymethyl)hexahydropyrano[3,2-b]pyrrol-1(2H)-yl)ethan-1-one